di-(p-iodophenyl)methylene(cyclopentadienyl)(2,7-di-tert-butylfluorenyl)zirconium dichloride [Cl-].[Cl-].IC1=CC=C(C=C1)C(=[Zr+2](C1=C(C=CC=2C3=CC=C(C=C3CC12)C(C)(C)C)C(C)(C)C)C1C=CC=C1)C1=CC=C(C=C1)I